5-(2-chloro-5-(trifluoromethyl)phenyl)-N-(5-(cyclopropylethynyl)-1,3,4-thiadiazol-2-yl)-1-(2-(dimethylamino)-2-oxoethyl)-2-oxo-1,2-dihydropyridine-4-carboxamide ClC1=C(C=C(C=C1)C(F)(F)F)C=1C(=CC(N(C1)CC(=O)N(C)C)=O)C(=O)NC=1SC(=NN1)C#CC1CC1